2-(p-Tolyl)pyridine CC1=CC=C(C=C1)C2=CC=CC=N2